C(C)C=1NC(=C(C1C(CC)=O)C1=CC=CC=C1)C1=CC=CC=C1 1-(2-ethyl-4,5-diphenyl-1H-pyrrol-3-yl)propan-1-one